C(CCCCCCCCCCCCC)OP(=O)([O-])[O-].C(=C)[NH3+].C(=C)[NH3+] vinyl-ammonium tetradecylphosphate